[As].[Ge] germanium-arsenic